ClC=1C=C(COC(=O)N[C@H](C(=O)N[C@@H](CCC(N(CCCCC)C)=O)C(=O)O)CC2CCCCC2)C=CC1 N2-((S)-2-((((3-chlorobenzyl)oxy)carbonyl)amino)-3-cyclohexylpropanoyl)-N5-methyl-N5-pentyl-L-glutamine